C(CCC(C)C)OC(=O)C1CCC(CC1)C(=O)OCCCC(C)C cyclohexane-1,4-dicarboxylic acid diisohexyl ester